2-(4-(4-methylphenyl)piperazine-1-yl)-N-(4-phenylthiazole-2-yl)acetamide CC1=CC=C(C=C1)N1CCN(CC1)CC(=O)NC=1SC=C(N1)C1=CC=CC=C1